Natrium p-nitrophenolat [N+](=O)([O-])C1=CC=C(C=C1)[O-].[Na+]